FC=1C=C(C=CC1F)[C@H]1[C@@H](CN(C1)CCOC)NC(NC1=C(C(=NN1C1=CC=CC=C1)OCCNS(=O)(=O)C)C)=O N-(2-((5-(3-((3S,4R)-4-(3,4-difluorophenyl)-1-(2-methoxyethyl)pyrrolidin-3-yl)ureido)-4-methyl-1-phenyl-1H-pyrazol-3-yl)oxy)ethyl)methanesulfonamide